N[C@@H](CCCCN)C(=O)O.OC(=O)CC1=CC=C(C2=CC=CC=C2)C=C1 Felbinac Lysine Salt